FC1=C(COCC2=C(C=C(C=C2)C)N2C(SCC2=O)=N)C=CC=C1 3-(2-(((2-fluorobenzyl)oxy)methyl)-5-methylphenyl)-2-iminothiazolidin-4-one